C(C)C1=C(C=CC=C1)C1(CC=CC=C1)CS(=O)(=O)N(C)C1=CC=C(C=C1)N1C2=C(NC(CC1=O)=O)C1=CC=CC=C1C=C2 1-(2-ethylphenyl)-N-[4-(2,4-dioxo-1,2,3,4-tetrahydronaphtho[1,2-b][1,4]diazepine-5-yl)phenyl]phenyl-N-methylmethanesulfonamide